1,1-dicyano-ethylene C(#N)C(=C)C#N